COC(=O)C=1C=CC2=C(N(C(=N2)CN2CCC=3C=C(C(=NC3C2)OCC2=C(C=C(C=C2)Cl)F)Br)C[C@H]2OCC2)C1 (S)-2-((3-bromo-2-((4-chloro-2-fluorobenzyl)oxy)-5,8-dihydro-1,7-naphthyridin-7(6H)-yl)methyl)-1-(oxetan-2-ylmethyl)-1H-benzo[d]imidazole-6-carboxylic acid methyl ester